C1(CCC1)C(=O)NNC(=O)C1=CN(C2=NC=CC(=C21)OC2=C(C=C(C=C2F)NC(=O)NCC2(COC2)C)F)COCC[Si](C)(C)C N-{4-[(3-[2-(cyclobutanecarbonyl)hydrazinecarbonyl]-1-{[2-(trimethylsilyl)ethoxy]methyl}-1H-pyrrolo[2,3-b]pyridin-4-yl)oxy]-3,5-difluorophenyl}-N'-[(3-methyloxetan-3-yl)methyl]urea